(S)-5-(((2-(6-((3r,5r)-3-amino-5-fluoropiperidine-1-carbonyl)-3-methylpyrazolo[1,5-a]pyridin-2-yl)-1-(cyclopropylmethyl)-1H-indol-7-yl)oxy)methyl)pyrrolidin-2-one N[C@H]1CN(C[C@@H](C1)F)C(=O)C=1C=CC=2N(C1)N=C(C2C)C=2N(C1=C(C=CC=C1C2)OC[C@@H]2CCC(N2)=O)CC2CC2